cyclopropylglycine hydrochloride Cl.C1(CC1)NCC(=O)O